ClC=1N=C(C=2N=CN([C@H]3[C@H](O)[C@H](O)[C@@H](CO)O3)C2N1)NCC1=CC(=CC=C1)I 2-Chloro-N6-(3-iodobenzyl)-adenosin